(1aR,7bS)-5-[2-((R)-1-ethylpyrrolidin-3-ylmethyl)-4-fluorobenzenesulfonyl-amino]-1,1a,2,7b-tetrahydro-cyclopropa[c]benzopyran-4-carboxylic acid C(C)N1C[C@@H](CC1)CC1=C(C=CC(=C1)F)S(=O)(=O)NC1=C(C2=C([C@@H]3[C@H](CO2)C3)C=C1)C(=O)O